1-(2-(((2,3-Bis(stearoyloxy)propoxy)(2-cyanoethoxy)phosphoryl)oxy)ethyl)quinuclidin-1-ium Chloride [Cl-].C(CCCCCCCCCCCCCCCCC)(=O)OC(COP(=O)(OCCC#N)OCC[N+]12CCC(CC1)CC2)COC(CCCCCCCCCCCCCCCCC)=O